C1(NCCC2=CC=CC=C12)=O 3,4-dihydro-isoquinolone